COCCOC=1C=C2C(=NC=NC2=CC1OCCOC)N 6,7-bis(2-methoxyethoxy)quinazolin-4-amine